C(C)C=1C=C2CC(CC2=CC1CC)NC[C@@H](O)C1=C2C=CC=NC2=C(C=C1)OCC=1C(=NOC1C)C (S)-5-(2-((5,6-diethyl-2,3-dihydro-1H-inden-2-yl)amino)-1-hydroxyethyl)-8-((3,5-dimethylisoxazol-4-yl)methoxy)quinoline